NC1=C(C=C(C=N1)C1=CC=C(C(=O)NC2CCN(CC2)C)C=C1)OCC1=CC=C(C=C1)C(C)(C)C 4-[6-amino-5-(4-tert-butyl-benzyloxy)-pyridin-3-yl]-N-(1-methyl-piperidin-4-yl)-benzamide